O1C(CCCC1)O[C@H]1C[C@@H](CCC1)N1C(C2(C3=C1N=C(N=C3)NC3CCN(CC3)S(=O)(=O)C=3C=C(C=CC3)N3CCN(CC3)C(=O)OCC3=CC=CC=C3)CC2)=O benzyl 4-[3-(4-{7'-[(1R,3R)-3-(oxan-2-yloxy)cyclohexyl]-6'-oxospiro[cyclopropane-1,5'-pyrrolo[2,3-d]pyrimidin]-2'-ylamino}piperidin-1-ylsulfonyl)phenyl]piperazine-1-carboxylate